7-methyl-N-[(2S)-1-(4-{[5-(2-methyl-1,3-thiazol-4-yl)thiophen-2-yl]sulfonyl}piperazin-1-yl)propan-2-yl]thieno[3,2-d]pyrimidin-4-amine CC1=CSC2=C1N=CN=C2N[C@H](CN2CCN(CC2)S(=O)(=O)C=2SC(=CC2)C=2N=C(SC2)C)C